CN1N=CC(=C1)S(=O)(=O)C=1C=C2C=NN(C(C2=CC1)=O)CC1=NN2C(OCC2)=C1C 6-((1-methyl-1H-pyrazol-4-yl)sulfonyl)-2-((7-methyl-2,3-dihydropyrazolo[5,1-b]oxazol-6-yl)methyl)phthalazin-1(2H)-one